OC1=CC=C(C=C1)/C(=C(\CC)/C1=CC=CC=C1)/C1=CC=C(OCCN2CCC(CC2)OCCCC=2C=C3CN(C(C3=CC2)=O)C2C(NC(CC2)=O)=O)C=C1 (Z)-3-(5-(3-((1-(2-(4-(1-(4-hydroxyphenyl)-2-phenylbut-1-en-1-yl)phenoxy)ethyl)piperidin-4-yl)oxy)propyl)-1-oxoisoindolin-2-yl)piperidine-2,6-dione